N1C(=CC=C1)O Azol-2-ol